4-chloro-N-(4-fluoro-3-(3-morpholinoquinoxaline-6-carbonyl)phenyl)-3-(trifluoromethyl)benzamide ClC1=C(C=C(C(=O)NC2=CC(=C(C=C2)F)C(=O)C=2C=C3N=C(C=NC3=CC2)N2CCOCC2)C=C1)C(F)(F)F